O1[C@H](COC2=C1C=CC=C2)C2=CC=C(CN1CCC(CC1)C(=O)NC)C=C2 1-{4-[(2S)-2,3-dihydro-1,4-benzodioxin-2-yl]benzyl}-N-methylpiperidine-4-carboxamide